ClC1=NC(=C(C=C1NC(CN1C=2N(C(C(=C1CC)N1CCNCC1)=O)N=C(N2)C=2CCOCC2)=O)F)C(F)(F)F N-(2-chloro-5-fluoro-6-(trifluoromethyl)pyridin-3-yl)-2-(2-(3,6-dihydro-2H-pyran-4-yl)-5-ethyl-7-oxo-6-(piperazin-1-yl)-[1,2,4]triazolo[1,5-a]pyrimidin-4(7H)-yl)acetamide